COC=1C=C(C=CC1)[C@H](C)NC1=CC(N(C(N1)=O)C1CCOCC1)=O (S)-6-((1-(3-methoxyphenyl)ethyl)amino)-3-(tetrahydro-2H-pyran-4-yl)Pyrimidine-2,4(1H,3H)-dione